BrC=1C=C(C=C2C(N(C(=NC12)Cl)C([2H])([2H])C=1C=NN(C1)C)=O)S(=O)(=O)NC1(CC1)C 8-bromo-2-chloro-N-(1-methylcyclopropyl)-3-[(1-methylpyrazol-4-yl)(2H2)methyl]-4-oxoquinazoline-6-sulfonamide